FC1=CC(=CC2=C1[C@@H]1NCCC[C@@H]1O2)C(F)(F)F Cis-9-fluoro-7-(trifluoromethyl)-1,2,3,4,4a,9b-hexahydrobenzofuro[3,2-b]pyridine